[Na+].[Li+].C(C1=CC=CC=C1)(=O)NC1=C2C(=C(C(=CC2=CC(=C1)S(=O)(=O)O)S(=O)(=O)[O-])N=NC1=C(C2=CC=CC(=C2C=C1)CNC1=NC(=NC(=C1Cl)F)F)S(=O)(=O)[O-])O 5-(benzoylamino)-3-[[5-[[(5-chloro-2,6-difluoro-4-pyrimidinyl)amino]methyl]-1-sulpho-2-naphthyl]azo]-4-hydroxynaphthalene-2,7-disulphonic acid, lithium-sodium salt